5-chloro-N2-(4-((cis)-2,6-dicyclobutyl-1,2,3,6-tetrahydropyridin-4-yl)-2-isopropoxy-5-methylphenyl)-N4-(2-(isopropylsulfonyl)phenyl)pyrimidine-2,4-diamine ClC=1C(=NC(=NC1)NC1=C(C=C(C(=C1)C)C=1C[C@@H](N[C@@H](C1)C1CCC1)C1CCC1)OC(C)C)NC1=C(C=CC=C1)S(=O)(=O)C(C)C